4-[[2-(5-Chloro-2-hydroxyphenyl)acetyl]amino]-N-(1-cyano-1,2-dimethylpropyl)pyridin ClC=1C=CC(=C(C1)CC(=O)NC1=CCN(C=C1)C(C(C)C)(C)C#N)O